9-((2-chloro-4-((4-cyclopropylpyridin-2-yl)oxy)phenyl)(hydroxy)Methyl)-2-(methoxymethyl)-2-methyl-4,7-dihydro-1H-pyrrolo[3',2':5,6]pyrido[3,4-b]Pyrazin-3(2H)-one ClC1=C(C=CC(=C1)OC1=NC=CC(=C1)C1CC1)C(C1=CNC2=C1C1=C(NC(C(N1)(C)COC)=O)C=N2)O